N-(2-amino-4-((3-(4-(trifluoromethyl)phenyl)propyl)amino)phenyl)octanamide NC1=C(C=CC(=C1)NCCCC1=CC=C(C=C1)C(F)(F)F)NC(CCCCCCC)=O